2-methyl-4-(3-carboxyphenyl)amino-6-(3,5-dicarboxyphenyl)amino-1,3,5-triazine CC1=NC(=NC(=N1)NC1=CC(=CC=C1)C(=O)O)NC1=CC(=CC(=C1)C(=O)O)C(=O)O